N-((2-(2,6-dioxopiperidin-3-yl)-1,3-dioxoisoindolin-4-yl)methyl)bicyclo[2.2.1]hept-5-ene-2-carboxamide O=C1NC(CCC1N1C(C2=CC=CC(=C2C1=O)CNC(=O)C1C2C=CC(C1)C2)=O)=O